2-(4-acetylphenyl)-7,7-dimethyl-10-(methylsulfonyl)-5,12b-dihydro-1H,7H-chromeno[4,3-c][1,2,4]triazolo[1,2-a]Pyridazine C(C)(=O)C1=CC=C(C=C1)N1CN2N(CC=C3C2C=2C=CC(=CC2OC3(C)C)S(=O)(=O)C)C1